(N,N-diethylamino)methyltriethoxysilane C(C)N(CC)C[Si](OCC)(OCC)OCC